(rac)-tert-butyl 4-{4-[(propan-2-yl)oxy] phenyl}azepane-1-carboxylate CC(C)OC1=CC=C(C=C1)[C@H]1CCN(CCC1)C(=O)OC(C)(C)C |r|